4-(Dimethylamino)-6-(4-ethyl-3-(hydroxymethyl)-5-oxo-4,5-dihydro-1H-1,2,4-triazol-1-yl)-2-(o-tolyl)isoquinolin-1(2H)-one CN(C1=CN(C(C2=CC=C(C=C12)N1N=C(N(C1=O)CC)CO)=O)C1=C(C=CC=C1)C)C